4-(3-(4-(4-(2,6-Dioxopiperidin-3-yl)phenyl)-[1,4'-bipiperidin]-1'-yl)propyl)-2-((S)-1-(3-ethoxy-4-methoxyphenyl)-2-(methylsulfonyl)ethyl)isoindoline-1,3-dione O=C1NC(CCC1C1=CC=C(C=C1)C1CCN(CC1)C1CCN(CC1)CCCC1=C2C(N(C(C2=CC=C1)=O)[C@H](CS(=O)(=O)C)C1=CC(=C(C=C1)OC)OCC)=O)=O